CC1(C2=CC(=CC=C2C(C=2C3=C(OC21)C=CC=C3)=O)OS(=O)(=O)C)C methanesulfonic acid 6,6-dimethyl-11-oxo-6,11-dihydro-benzo[b]naphtho[2,3-d]furan-8-yl ester